C1(=CC=C(C=C1)P(C1=CC=C(C=C1)C)(C1=CC=C(C=C1)C)=O)C tri(p-tolyl)phosphine oxide